ClC=1C(=NC=CN1)CNC(=O)[C@H]1N(CCC1)C(=O)OCC1=CC=CC=C1 (S)-benzyl 2-((3-chloropyrazin-2-yl)methylcarbamoyl)pyrrolidine-1-carboxylate